C(C)N(C(C(N)=O)=O)CC1=NC=CC2=CC=CC=C12 N'-ethyl-N'-(1-isoquinolylmethyl)oxamide